FC(C1=CC=C(N=N1)N1CC2NC(C1)C2)(F)F 3-[6-(trifluoromethyl)pyridazin-3-yl]-3,6-diazabicyclo[3.1.1]heptane